((5-methyl-8-(2-methylcyclopentyl)-7-oxo-7,8-dihydropyrido[2,3-d]pyrimidin-2-yl) amino) piperidine-1-carboxylate N1(CCCCC1)C(=O)ONC=1N=CC2=C(N1)N(C(C=C2C)=O)C2C(CCC2)C